N-{(S)-1,2,3-trimethoxy-11-methyl-9-oxo-10-{[(R)-tetrahydrofuran-3-yl]oxy}-5,6,7,9-tetrahydrobenzo[a]heptalen-7-yl}acetamide COC1=C(C(=CC2=C1C1=CC(=C(C(C=C1[C@H](CC2)NC(C)=O)=O)O[C@H]2COCC2)C)OC)OC